4-fluorophenyl-1,2,4-triazin-3-amine FC1=CC=C(C=C1)C=1N=C(N=NC1)N